6-chloro-5-fluoro-4-iodopyridin-3-ol ClC1=C(C(=C(C=N1)O)I)F